1-(2-Chlorophenyl)-7-cyclopropyl-4-(((1s,2r)-2-fluorocyclopropyl)amino)-2-oxo-1,2-dihydroquinazoline-6-carbonitrile ClC1=C(C=CC=C1)N1C(N=C(C2=CC(=C(C=C12)C1CC1)C#N)N[C@@H]1[C@@H](C1)F)=O